2-(4-chloro-3-fluorophenyl)acetic acid ClC1=C(C=C(C=C1)CC(=O)O)F